(S)-N-(5-cyclopropyl-1H-pyrazol-3-yl)-2-(1-(3,4-difluorophenyl)-1H-pyrazol-4-yl)propanamide C1(CC1)C1=CC(=NN1)NC([C@@H](C)C=1C=NN(C1)C1=CC(=C(C=C1)F)F)=O